FC(C=1C=CC(=NC1)C12CCC(CC1)CC2)(F)F 4-(5-(trifluoromethyl)pyridin-2-yl)bicyclo[2.2.2]octan